N1C=NC2=C1C=C(C=C2)NC2=NC=CC(=N2)NC2=NNC(=C2)C2CC2 N2-1H-benzimidazole-6-yl-N4-(5-cyclopropyl-1H-pyrazole-3-yl)-2,4-pyrimidinediamine